2,2-dimethyl-5-(1-phenylcyclopropanecarbonyl)-1,3-dioxane-4,6-dione CC1(OC(C(C(O1)=O)C(=O)C1(CC1)C1=CC=CC=C1)=O)C